BrC1=CC=C(C(=N1)NC1=C(C#N)C(=CC(=C1)Cl)OC)[N+](=O)[O-] 2-[(6-bromo-3-nitropyridin-2-yl)amino]-4-chloro-6-methoxybenzonitrile